(S)-(3-(1-amino-1,3-dihydrospiro[indene-2,4'-piperidin]-1'-yl)-6-(3-(3-chloro-2-fluorophenoxy)prop-1-yn-1-yl)pyrazin-2-yl)methanol N[C@@H]1C2=CC=CC=C2CC12CCN(CC2)C=2C(=NC(=CN2)C#CCOC2=C(C(=CC=C2)Cl)F)CO